N[C@H](C(=O)NCC1=C(C(=CC=C1)Cl)F)CC1=CC=CC=C1 (S)-2-amino-N-(3-chloro-2-fluorophenylmethyl)-3-phenylpropanamide